N(N)C(NN)=NC(C(=O)O)C(C)C 2-[(dihydrazinylmeth-ylidene)amino]-3-methylbutanoic acid